[Na].C(CCCCCCCCC)(=O)N1[C@@H](CCC1)C(=O)O N-decanoyl-proline sodium